ClC=1C=C2/C(/C(NC2=CC1)=O)=C/1\C(N(/C(/S1)=N/C1=CC=C(C=C1)S(=O)(=O)N)C1=CC=CC=C1)=O 4-(((Z)-5-((Z)-5-chloro-2-oxoindolin-3-ylidene)-4-oxo-3-phenyl-thiazolidin-2-ylidene)amino)benzenesulphonamide